2-(2-hydroxy-2-methylpropyl)-4,5-dimethyl-6-(4-(1H-pyrazol-1-yl)benzyl)isoindolin-1-one OC(CN1C(C2=CC(=C(C(=C2C1)C)C)CC1=CC=C(C=C1)N1N=CC=C1)=O)(C)C